C(#N)C1=CC=C(C(=O)NC(=N)[C@H]2N3C(N([C@H](CC2)C3)O)=O)C=C1 4-cyano-N-(((2S,5R)-6-hydroxy-7-oxo-1,6-diazabicyclo[3.2.1]octan-2-yl)(imino)methyl)benzamide